ClC=1C=CN=C2C=CC(=NC12)C=1C=C(N(N1)C)C(=O)OC methyl 5-(8-chloro-1,5-naphthyridin-2-yl)-2-methyl-pyrazole-3-carboxylate